BrC1=C2CN(CC2=CC=C1)C(=O)OC(C)(C)C tert-butyl 4-bromo-1,3-dihydroisoindole-2-carboxylate